(R or S)-1-(5-fluoro-1-(6-(4-(2-hydroxypropan-2-yl)-2-azabicyclo[2.1.1]hexan-2-yl)-2-methylpyrimidin-4-yl)-1H-indazol-6-yl)spiro[2.2]pentane-1-carbonitrile FC=1C=C2C=NN(C2=CC1[C@]1(CC12CC2)C#N)C2=NC(=NC(=C2)N2C1CC(C2)(C1)C(C)(C)O)C |o1:10|